C(C)(C)OC1CCNCC1 4-isopropoxypiperidin